C(C)C1=CC=C(CC2C(N(C(S2)=O)CCCC(=O)NC=2C=CC(=C(C(=O)O)C2)O)=O)C=C1 5-(4-(5-(4-ethylbenzyl)-2,4-dioxothiazolidin-3-yl)butanamido)-2-hydroxybenzoic acid